C12(CC3CC(CC(C1)C3)C2)CN2N=CC(=C2)C2=C(C=3N(C=C2)C(=CN3)I)C(=O)OC methyl 7-(1-(adamantan-1-ylmethyl)-1H-pyrazol-4-yl)-3-iodoimidazo[1,2-a]pyridine-8-carboxylate